N1(CCNCC1)C1CCN(CC1)C(=O)OC(C)(C)C tert-butyl 4-piperazine-1-ylpiperidine-1-carboxylate